COC1=NC=CC(=C1)C(=O)NC methoxy-N-methylpyridine-4-carboxamide